BrC=1C=C(C=CC1)[C@@H](C)NC1=NC(=NC2=CC(=C(C=C12)OC)OCCCCCCCCC(=O)N1CCC(CC1)C1=C2CN(C(C2=CC(=C1)F)=O)C1C(NC(CC1)=O)=O)C 3-(4-(1-(9-((4-(((R)-1-(3-Bromophenyl)ethyl)amino)-6-methoxy-2-methyl-quinazolin-7-yl)oxy)nonanoyl)piperidin-4-yl)-6-fluoro-1-oxoisoindolin-2-yl)piperidine-2,6-dione